N-(5-aminopentyl)-2-(9H-fluoren-9-yl)acetamide NCCCCCNC(CC1C2=CC=CC=C2C=2C=CC=CC12)=O